(R)-1,1,1-trifluoro-2-((R)-8-(fluoromethoxy)-4-methyl-4,5-dihydroisoxazolo[5,4-c]pyrazolo[1,5-a]pyridin-3-yl)propan-2-ol FC([C@](C)(O)C1=NOC=2C=3N(C[C@@H](C21)C)N=C(C3)OCF)(F)F